F[C@@]1([C@H](O)[C@H](O)[C@@H](CO)O1)N1C(=O)NC(=O)C=C1 Fluorouridin